O=C1NC(CCC1N1C(C2=CC=CC(=C2C1=O)NCC[C@@H](C)OC1CCN(CC1)C(=O)OC(C)(C)C)=O)=O 1-Tert-butyl 4-(((2R)-4-((2-(2,6-dioxopiperidin-3-yl)-1,3-dioxoisoindolin-4-yl)amino) butan-2-yl)oxy)piperidine-1-carboxylate